C(N1N=CC(=C1)C=1C=C2C=C(N=CC2=CC1)NC([C@H](C)N1CCCC1)=O)([2H])([2H])[2H] (S)-N-(6-(1-(methyl-d3)-1H-pyrazol-4-yl)isoquinolin-3-yl)-2-(pyrrolidin-1-yl)propanamide